3-(4,4-difluorotetrahydrofuran-3-yl)-1-methyl-1-[(3-prop-1-ynyl-4-pyridyl)methyl]urea FC1(C(COC1)NC(N(CC1=C(C=NC=C1)C#CC)C)=O)F